CC(CC(C)C)OC(COC=1C=CC(=C2C=CC=NC12)Cl)=O (5-chloro-8-quinolinyloxy)acetic acid-(1,3-dimethylbut-1-yl) ester